bis(4-methylbenzyl) trisulfide CC1=CC=C(CSSSCC2=CC=C(C=C2)C)C=C1